[Na+].[Na+].[Na+].[Na+].C(=O)(O)CN([C@@H](CCC(=O)[O-])C(=O)[O-])CC(=O)O.C(=O)(O)CN([C@@H](CCC(=O)[O-])C(=O)[O-])CC(=O)O N,N-Bis(carboxymethyl)-L-glutamate tetrasodium